1,11-diethyl undecanedioate C(CCCCCCCCCC(=O)OCC)(=O)OCC